O=C1NC(CCC1NC1=CC=C(C=C1)C1CCN(CC1)CC(=O)N1CCN(CC1)C1=CC=C(C=N1)C=1C=C2C(=NC1)NC=C2C(C2=C(C(=CC=C2)NS(N(C)CC)(=O)=O)F)=O)=O 5-[6-[4-[2-[4-[4-[(2,6-dioxo-3-piperidyl)amino]phenyl]-1-piperidyl]acetyl]piperazin-1-yl]-3-pyridyl]-3-[3-[[ethyl(methyl)sulfamoyl]amino]-2-fluoro-benzoyl]-1H-pyrrolo[2,3-b]pyridine